C(C1=CC=CC=C1)OC=1C=C(C=C2C(=NC(N(C12)C)=O)N[C@H](C)C=1C(=C(C=CC1)C(C1CCN(CC1)C(=O)OC(C)(C)C)(F)F)F)N1CCOCC1 tert-butyl (R)-4-((3-(1-((8-(benzyloxy)-1-methyl-6-morpholino-2-oxo-1,2-dihydroquinazolin-4-yl)amino)ethyl)-2-fluorophenyl)difluoromethyl)piperidine-1-carboxylate